ClC1=C(N=C(C(=N1)C(=O)O)C)OC 6-Chloro-5-methoxy-3-methylpyrazine-2-carboxylic acid